OC[C@@H]1N(CC(C1)(C)C)C(=O)OC(C)(C)C tert-butyl (2R)-2-(hydroxymethyl)-4,4-dimethylpyrrolidine-1-carboxylate